BrC1=CC(=NC=C1)C(C)=N[S@](=O)C(C)(C)C (R)-N-[1-(4-bromopyridin-2-yl)ethylidene]-2-methylpropane-2-sulfinamide